C(O[C@H]1C[C@H](CC1)C1=NN(C(=C1)NC1=C2CCCS(C2=C(C=C1)Cl)(=O)=O)C(C)(C)C)(OC1=CC=C(C=C1)[N+](=O)[O-])=O (1R,3S)-3-(1-(tert-butyl)-5-((8-chloro-1,1-dioxidothiochroman-5-yl)amino)-1H-pyrazol-3-yl)cyclopentyl (4-nitrophenyl) carbonate